7-(4,4,5,5-tetramethyl-1,3,2-dioxaborolan-2-yl)-5-tosyl-5H-pyrrolo[2,3-b]pyrazine-6-d CC1(OB(OC1(C)C)C1=C(N(C2=NC=CN=C21)S(=O)(=O)C2=CC=C(C)C=C2)[2H])C